NC1=C2N=CN(C2=NC(=N1)F)[C@H]1C(C([C@H](O1)COC(C1=CC=CC=C1)(C1=CC=C(C=C1)OC)C1=CC=C(C=C1)OC)OC(CCC(=O)O)=O)O[Si](C)(C)C(C)(C)C 4-[(2R,5R)-5-(6-amino-2-fluoro-purin-9-yl)-2-[[bis(4-methoxyphenyl)-phenyl-methoxy]methyl]-4-[tert-butyl(dimethyl)silyl]oxy-tetrahydrofuran-3-yl]oxy-4-oxo-butanoic acid